C(CCC)[C@]1(CS(C2=C(N(C1)C1=CC=C(C=C1)F)C=C(C(=C2)OC[C@H](C(=O)O)O)SC)(=O)=O)C (R)-3-(((R)-3-butyl-5-(4-fluorophenyl)-3-methyl-7-(methylthio)-1,1-dioxido-2,3,4,5-tetrahydro-1,5-benzothiazepin-8-yl)oxy)-2-hydroxypropanoic acid